2-benzyl-4-(2-methylbenzyl)-1,2,4-thiadiazole-3,5-dione C(C1=CC=CC=C1)N1SC(N(C1=O)CC1=C(C=CC=C1)C)=O